benzyl 4-((2-cyanopyrimidin-4-yl)amino)piperidine-1-carboxylate C(#N)C1=NC=CC(=N1)NC1CCN(CC1)C(=O)OCC1=CC=CC=C1